C[Si](C)(C)N([Si](C)(C)C)[SiH](C(F)(F)F)C(F)(F)F bis-trimethylsilylamino-bis-trifluoromethyl-silane